[Li].CC(=O)N(C)C dimethylacetamide, lithium salt